N-(4-(methylsulfonyl)phenethyl)prop-2-yn-1-amine CS(=O)(=O)C1=CC=C(CCNCC#C)C=C1